Cl.FC[C@H]1CNCC1 (R)-3-(fluoromethyl)pyrrolidine hydrochloride